5-((((S)-1,2-dimethylpyrrolidin-2-yl)methyl)(methyl)amino)-2-methyl-N-((R)-1-(naphthalen-1-yl)ethyl)benzamide CN1[C@](CCC1)(C)CN(C=1C=CC(=C(C(=O)N[C@H](C)C2=CC=CC3=CC=CC=C23)C1)C)C